C1(CC1)C(CC(=O)O)N1N=CC2=CC(=CC=C12)OCCC1=NC=2NCCCC2C=C1 3-Cyclopropyl-3-(5-(2-(5,6,7,8-tetrahydro-1,8-naphthyridin-2-yl)ethoxy)-1H-indazol-1-yl)propanoic acid